FC1=C(C=C(C=C1)Cl)NC(C1=CC=C(C=C1)O)=O N-(2-fluoro-5-chlorophenyl)-4-hydroxybenzamide